N-((S)-1-(((S)-1-(benzo[d]thiazol-2-yl)-1-oxo-3-((S)-2-oxopyrrolidin-3-yl)propan-2-yl)amino)-3-cyclopropyl-1-oxopropan-2-yl)picolinamide S1C(=NC2=C1C=CC=C2)C([C@H](C[C@H]2C(NCC2)=O)NC([C@H](CC2CC2)NC(C2=NC=CC=C2)=O)=O)=O